NC1=C(OC2=C(C(=O)OC)C=C(C=C2)C(F)(F)F)C=CC=C1 Methyl 2-(2-aminophenoxy)-5-(trifluoromethyl)benzoate